ClC1=NC=2N(C=C1)N=C(C2C(=O)N2CC(C2)CF)C2=NC=CC=N2 5-chloro-3-(3-(fluoromethyl)azetidine-1-carbonyl)-2-(pyrimidin-2-yl)pyrazolo[1,5-a]pyrimidin